4-aminopyridin-3-ylphosphonic acid NC1=C(C=NC=C1)P(O)(O)=O